2-oxo-5-(4-((3-oxo-morpholino)methyl)phenyl)-6-(trifluoromethyl)-1,2-dihydropyridine-3-carboxamide O=C1NC(=C(C=C1C(=O)N)C1=CC=C(C=C1)CN1C(COCC1)=O)C(F)(F)F